BrC1=C(C=C2C(=NC(=NC2=C1F)OC1CCOCC1)N1[C@@H]2CN([C@H](C1)C2)C(=O)OC(C)(C)C)I tert-butyl (1S,4S)-5-{7-bromo-8-fluoro-6-iodo-2-[(oxan-4-yl) oxy] quinazolin-4-yl}-2,5-diazabicyclo[2.2.1]heptane-2-carboxylate